4-amino-1-(6-aminopyridin-3-yl)-2-oxo-7-(trifluoromethoxy)-1,2-dihydroquinoline-3-carboxylic acid methyl ester COC(=O)C=1C(N(C2=CC(=CC=C2C1N)OC(F)(F)F)C=1C=NC(=CC1)N)=O